NC1=CC=C2C(=N1)N(NC2=O)C 6-amino-1-methyl-1,2-dihydro-3H-pyrazolo[3,4-b]pyridin-3-one